cis-2,3-dimethyloxirane C[C@@H]1O[C@@H]1C